C(C1=CC=CC=C1)ON1[C@@H]2CC[C@H](N(C1=O)C2)C(NS(=O)(=O)C2=NC=C(C=C2)F)=N (2S,5R)-6-(benzyloxy)-N-((5-fluoropyridin-2-yl)sulfonyl)-7-oxo-1,6-diazabicyclo[3.2.1]octane-2-carboximidamide